FC1=CC=CC=2C3CC[C@@]4(C(\C(\[C@H](C4C3CCC12)CCC(N1CCCC1)=O)=C/O)=O)C (13S,15S,Z)-4-fluoro-16-(hydroxymethylene)-13-methyl-15-(3-oxo-3-(pyrrolidin-1-yl)propyl)-6,7,8,9,11,12,13,14,15,16-decahydro-17H-cyclopenta[a]phenanthren-17-one